(S)-2-amino-4-((2-(4-methoxyphenoxy)benzyl)(2-((3-methylbenzyl)oxy)benzyl)amino)butanoic acid N[C@H](C(=O)O)CCN(CC1=C(C=CC=C1)OCC1=CC(=CC=C1)C)CC1=C(C=CC=C1)OC1=CC=C(C=C1)OC